benzyl 2-(3-(t-butoxycarbonyl)-3,8-diazabicyclo[3.2.1]oct-8-yl)-7,8-dihydro-1,6-naphthyridine-6(5H)-carboxylate C(C)(C)(C)OC(=O)N1CC2CCC(C1)N2C2=NC=1CCN(CC1C=C2)C(=O)OCC2=CC=CC=C2